3-((2-hydroxy-3,5-di-tert-butylphenyl)-amino)naphthalen-2-one OC1=C(C=C(C=C1C(C)(C)C)C(C)(C)C)NC=1C(CC2=CC=CC=C2C1)=O